CS(=O)(=O)OC1(N(CCC1)C(=O)O)C(=O)O.O=C1NC(CCC1N1C(C2=CC(=CC(=C2C1=O)F)N1C(C(NC(C1([2H])[2H])([2H])[2H])([2H])[2H])([2H])[2H])=O)=O 2-(2,6-dioxopiperidin-3-yl)-4-fluoro-6-(piperazin-1-yl-2,2,3,3,5,5,6,6-d8)isoindoline-1,3-dione ((methylsulfonyl)oxy)pyrrolidine-1,2-dicarboxylate